BrC=1C=NC=CC1C(=O)C1=NN2C=NC=CC2=C1[N+](=O)[O-] (3-bromopyridin-4-yl)(3-nitropyrazolo[1,5-c]pyrimidin-2-yl)methanone